C(C#C)OC=1C=CC(=NC1)C=O 5-(prop-2-yne-1-yloxy)pyridinecarbaldehyde